CC1(C2C(C=3C(=NC=C(C3)C(=O)OCC)O1)O2)C ethyl 2,2-dimethyl-2,7b-dihydro-1aH-oxireno[2',3':4,5]pyrano[2,3-b]pyridine-6-carboxylate